C(C(C)C)(=O)NC=1NC(C=2N=CN([C@H]3[C@H](O)[C@H](OC(C4=CC=CC=C4)=O)[C@@H](CO)O3)C2N1)=O N2-isoButyryl-3'-O-benzoyl-guanosine